C(C)(C)(C)OC(=O)N1CCC2(CN(C(N2CC2=C(C(=CC=C2)F)C)=O)C2=CC=C(C=C2)C=2C=NNC2)CC1 3-(4-(1H-pyrazol-4-yl)phenyl)-1-(3-fluoro-2-methylbenzyl)-2-oxo-1,3,8-triazaspiro[4.5]decane-8-carboxylic acid tert-butyl ester